6-bromo-5-chloro-1H-pyrrolo[2,3-b]pyridine BrC1=C(C=C2C(=N1)NC=C2)Cl